C(C(C)C)C=1C(=NC=CC1)C1=NC=CC=C1SC 3-isobutyl-3'-methylthio-2,2'-bipyridine